ClC1=C2C=C(N(C2=CC=C1OC)C)C(=O)NC1(COC1)C1=CC=C(C=C1)[C@@H](C(=O)O)C1CCCC1 (2S)-2-[4-[3-[(4-chloro-5-methoxy-1-methyl-indole-2-carbonyl)amino]oxetan-3-yl]phenyl]-2-cyclopentyl-acetic acid